CN(C1CN(C1)C(=O)O[C@@H]1CC[C@H](CC1)C(N(C[C@@H]1CC[C@H](CC1)C1=NC(=C(C=C1)OC)C)C1=NC=CC(=C1)C=1N=C(OC1)C1CC1)=O)C trans-4-((4-(2-Cyclopropyloxazol-4-yl)-pyridine-2-yl)((trans-4-(5-methoxy-6-methylpyridin-2-yl)-cyclohexyl)methyl)-carbamoyl)cyclohexyl 3-(dimethylamino)-azetidine-1-carboxylate